C(C)(C)(C)OC(=O)N1CCC(CC1)\C=C\C=1C=C2C(=CNC2=CC1)NC(C)=O.C(C)(=O)NC1=CNC2=CC=C(C=C12)CCC1CCN(CC1)C(=O)OC(C)(C)C tert-butyl 4-[2-(3-acetamido-1H-indol-5-yl)ethyl]piperidine-1-carboxylate tert-Butyl-4-[(E)-2-(3-acetamido-1H-indol-5-yl)ethenyl]piperidine-1-carboxylate